C1(CC1)C=1C(=C(C=C(C1)C1=C(C=C(C=C1C)C)CCCCC=C)[C@H](CC(=O)OCC)NC([C@@H](CC=C)O)=O)F Ethyl (S)-3-(5-cyclopropyl-4-fluoro-2'-(hex-5-en-1-yl)-4',6'-dimethyl-[1,1'-biphenyl]-3-yl)-3-((R)-2-hydroxypent-4-enamido)propanoate